COC(C1=C(C(=CC(=C1)OC(C)=O)C(Br)Br)OC(C)=O)=O.CN1C(CN(CC1)CCC(=O)N)=O 3-(4-methyl-3-oxopiperazin-1-yl)propanamide Methyl-2,5-diacetoxy-3-dibromomethylbenzoate